N-(5-methoxy-4-(pyrrolo[2,1-f][1,2,4]triazin-2-yl)pyridin-2-yl)-1,1-diphenylmethanimine COC=1C(=CC(=NC1)N=C(C1=CC=CC=C1)C1=CC=CC=C1)C1=NN2C(C=N1)=CC=C2